C(#N)C=1C=CC=2NC3=CC=C(C=C3C2C1)C#N 3,6-dicyano-9H-carbazol